Methyl 4,4-diethoxy-2-methyl-2-phenylbutanoate C(C)OC(CC(C(=O)OC)(C1=CC=CC=C1)C)OCC